C(C)(C)(C)OC(=O)N1C[C@@H]2COC3=C(C(N2CC1)=O)C=C(C(=C3F)Br)OC(F)F (12AR)-9-bromo-8-(difluoromethoxy)-10-fluoro-6-oxo-3,4,12,12a-tetrahydro-6H-pyrazino[2,1-c][1,4]benzoxazepine-2(1H)-carboxylic acid tert-butyl ester